C(C)[C@H](CC[C@@H](C)[C@H]1CC[C@H]2[C@@H]3CC=C4C[C@H](CC[C@@]4([C@H]3CC[C@]12C)C)O)C(C)C (3s,8S,9S,10R,13R,14S,17R)-17-((2R,5R)-5-ethyl-6-methylheptan-2-yl)-10,13-dimethyl-2,3,4,7,8,9,10,11,12,13,14,15,16,17-tetradecahydro-1H-cyclopenta[a]phenanthren-3-ol